BrC1=CC=2C3=C(C=[N+](C2C=C1)[O-])N(C(C31CC1)=O)C 8'-Bromo-3'-methyl-2'-oxo-2',3'-dihydrospiro[cyclopropane-1,1'-pyrrolo[2,3-c]quinoline] 5'-oxide